[Dy].[Fe] iron-dysprosium